N(F)(F)F nitrogen fluoride